C(C)(C)N1N=C(C(=C1C)C1=NC=2C(=NC=CC2C=2C=CC3=C(CCCC[C@@H]3NC(=O)C3=NOC(=N3)C(C)(C)C)C2)N1)C 5-tert-Butyl-[1,2,4]oxadiazole-3-carboxylic acid {(S)-2-[2-(1-isopropyl-3,5-dimethyl-1H-pyrazol-4-yl)-3H-imidazo[4,5-b]pyridin-7-yl]-6,7,8,9-tetrahydro-5H-benzocyclohepten-5-yl}-amide